NC1=C(N=NC(=C1)Cl)C=O 4-amino-6-chloropyridazine-3-carbaldehyde